6-(dimethylamino)-3,3-bis-[4-(dimethylamino)phenyl]phthalide CN(C1=CC=C2C(OC(=O)C2=C1)(C1=CC=C(C=C1)N(C)C)C1=CC=C(C=C1)N(C)C)C